N-(7-methoxy-4-(3-phenyl-1-(trifluoromethyl)-1H-pyrazol-4-yl)quinazolin-6-yl)bicyclo[1.1.1]pentane-1-carboxamide COC1=C(C=C2C(=NC=NC2=C1)C=1C(=NN(C1)C(F)(F)F)C1=CC=CC=C1)NC(=O)C12CC(C1)C2